ClC1=C(N(C(C2=C(C=CC=C12)C1=CC=C(C(=O)NC)C=C1)=O)C1=CC=CC=C1)[C@H](C)NC=1C2=C(N=CN1)NC=CC2=O (S)-4-(4-chloro-1-oxo-3-(1-((5-oxo-5,8-dihydropyrido[2,3-d]pyrimidin-4-yl)amino)ethyl)-2-phenyl-1,2-dihydroisoquinolin-8-yl)-N-methylbenzamide